O=C1C2=CC=CC=C2C(C=2C=CC(=CC12)C(SC1=CC=C(C=C1)C#N)=O)=O S-(4-cyanophenyl) 9,10-dioxo-9,10-dihydroanthracene-2-carbothioate